FC(C1(CC1)C1=CC=C(C=C1)C1=NN=C(C2=CC=CC=C12)NC=1C=C(C=CC1)O)(F)F 3-((4-(4-(1-(trifluoromethyl)cyclopropyl)phenyl)phthalazin-1-yl)amino)phenol